tert-butyl (R)-2-ethyl-2,3,5,7,8,9-hexahydro-4H-indeno[5,6-f][1,4]oxazepine-4-carboxylate C(C)[C@H]1OC2=C(CN(C1)C(=O)OC(C)(C)C)C=C1CCCC1=C2